2-[4-[4-(4-bromophenyl)-1-piperidyl]-2-chloro-3-fluoro-phenyl]acetonitrile BrC1=CC=C(C=C1)C1CCN(CC1)C1=C(C(=C(C=C1)CC#N)Cl)F